ClC1=C(C(=O)P(C2=CC=C(C=C2)CCC)(C(C2=C(C=CC=C2Cl)Cl)=O)=O)C(=CC=C1)Cl bis-(2,6-dichlorobenzoyl)-4-propylphenyl-phosphine oxide